CO[C@@H]([C@@H](CN1CCCC1)N(C(C1=CC(=CC=C1)C)=O)C)C N-((2R,3R)-3-Methoxy-1-(pyrrolidin-1-yl)butan-2-yl)-N,3-dimethylbenzamide